cyclohexyl-tertiary butyl-dimethoxysilane (Z,Z)-4,7-decadienyl-acetate C(CC\C=C/C\C=C/CC)CC(=O)O.C1(CCCCC1)[Si](OC)(OC)C(C)(C)C